FC1=CC=C2C(C=CO2)=C1C#N 5-fluorobenzofuran-4-carbonitrile